sodium Metaperiodate I(=O)(=O)(=O)[O-].[Na+]